2-{3-[(2R,6S)-2,6-Dimethylmorpholin-4-carbonyl]-5,6-dihydrocyclopenta[c]pyrazol-1(4H)-yl}-1-{4-[3-fluoro-4-(trifluoromethyl)phenyl]piperidin-1-yl}ethan-1-on C[C@@H]1CN(C[C@@H](O1)C)C(=O)C=1C2=C(N(N1)CC(=O)N1CCC(CC1)C1=CC(=C(C=C1)C(F)(F)F)F)CCC2